cyclohexylsuccinic acid diisobutyl ester C(C(C)C)OC(C(CC(=O)OCC(C)C)C1CCCCC1)=O